S1C=NC2=C1C=CC(=C2)C2=CCC(CN2C(C(=O)N)=O)C 2-(6-(benzo[d]thiazol-5-yl)-3-methyl-3,4-dihydropyridin-1(2H)-yl)-2-oxoacetamide